(S)-2-methyl-N-(3,3,3-trifluoropropylidene)propane-2-sulfinamide CC(C)(C)[S@](=O)N=CCC(F)(F)F